(6aR)-4-chloro-3-(3-chloro-6-fluoro-2-hydroxyphenyl)-1-fluoro-12-oxo-6a,7,9,10-tetrahydro-12H-pyrazino[2,1-C]Pyrido[3,4-f][1,4]Oxazepine-8(6H)-carboxylic acid tert-butyl ester C(C)(C)(C)OC(=O)N1C[C@@H]2COC3=C(C(N2CC1)=O)C(=NC(=C3Cl)C3=C(C(=CC=C3F)Cl)O)F